N'-(4-{[3-(difluoromethoxy)-phenyl]sulfanyl}-2,5-dimethylphenyl)-N-ethyl-N-methylimidoformamide FC(OC=1C=C(C=CC1)SC1=CC(=C(C=C1C)N=CN(C)CC)C)F